4-(3-ethylphenyl)-2,4-cyclopentadien-1-one C(C)C=1C=C(C=CC1)C=1C=CC(C1)=O